(1R,4R)-5-acetyl-N-[4-(3-cyanophenyl)-5-(2,6-dimethyl-4-pyridinyl)thiazol-2-yl]-2,5-diazabicyclo[2.2.1]heptane-2-carboxamide C(C)(=O)N1[C@H]2CN([C@@H](C1)C2)C(=O)NC=2SC(=C(N2)C2=CC(=CC=C2)C#N)C2=CC(=NC(=C2)C)C